5-((1R,3r,5S)-(3-((5-cyclopropyl-3-(2-(trifluoromethoxy)phenyl)isoxazol-4-yl)methoxy)-8-azabicyclo[3.2.1]octan-8-yl)-1,3,4-oxadiazol-2-yl)-3-methylbenzoic acid C1(CC1)C1=C(C(=NO1)C1=C(C=CC=C1)OC(F)(F)F)COC1C[C@H]2CC[C@@H](C1)N2C2=NN=C(O2)C=2C=C(C=C(C(=O)O)C2)C